ClC=1C(=C(C=CC1)C(/C=C(/C=O)\C)CC=C(C)C)C (E)-4-(3-chloro-2-methylphenyl)-2,7-dimethylocta-2,6-dienal